3-methacryloxypropyl-tris(trichloroacetoxy)silane C(C(=C)C)(=O)OCCC[Si](OC(C(Cl)(Cl)Cl)=O)(OC(C(Cl)(Cl)Cl)=O)OC(C(Cl)(Cl)Cl)=O